1-(2-chloro-6-fluorophenyl)-(S,S)-1,2-propanediol ClC1=C(C(=CC=C1)F)[C@@H]([C@H](C)O)O